C(C)OC(=O)C1(CC(=NO1)C1=C(C=C(C(=C1)N1C(N(C(=CC1=O)C(F)(F)F)C)=O)F)Cl)C ethyl-3-{2-chloro-4-fluoro-5-[3-methyl-2,6-dioxo-4-(trifluoromethyl)-3,6-dihydropyrimidin-1(2H)-yl] phenyl}-5-methyl-4,5-dihydro-1,2-oxazole-5-carboxylate